ClC1=CC=C(NC1=O)C1CC(CC1)N1CCN(CC1)C=1C=CC(=NC1F)C(=O)NC 5-(4-(3-(5-chloro-6-oxo-1,6-dihydropyridin-2-yl)cyclopentyl)piperazin-1-yl)-6-fluoro-N-methylpicolinamide